ClC=1C(=NC=C(C1)C)B(O)O 3-CHLORO-5-METHYLPYRIDINE-2-BORONIC ACID